C(C)(=O)OCCCC\C=C\CCCCCCC (E)-5-tridecenyl acetate